N1=CN=C(C=C1)CC(=O)N1C(CCC1)C(=O)N 1-[2-(pyrimidin-4-yl)acetyl]pyrrolidine-2-carboxamide